FC(C1=NN(C(=C1)C(F)F)CC(=O)N1CCC(CC1)C1=CC(=NC=C1)C(=O)NC1CCCC2=CC=CC=C12)F 4-[1-[2-[3,5-bis(difluoromethyl)pyrazol-1-yl]acetyl]-4-piperidyl]-N-tetralin-1-yl-pyridine-2-carboxamide